2-(butylamino)-3-chloronaphthalene-1,4-dione C(CCC)NC=1C(C2=CC=CC=C2C(C1Cl)=O)=O